FC1=C(C(=CC=C1)O)C=CC=O 3-(2-fluoro-6-hydroxyphenyl)prop-2-enal